ClC=1C(=C(C(=CC1)F)[C@@H](N)C12CCC(CC1)(C2)F)F (S)-(3-chloro-2,6-difluorophenyl)(4-fluorobicyclo[2.2.1]heptan-1-yl)methanamine